O=C1NC(CC[C@H]1NC(C1=NC=C(C=C1)N1CCN(CC1)C1CCNCC1)=O)=O (R)-N-(2,6-Dioxopiperidin-3-yl)-5-(4-(piperidin-4-yl)piperazin-1-yl)picolinamide